tert-Butyl 3-(3-acetyl-5-chloro-6-fluoro-2-methoxyphenyl)azetidine-1-carboxylate C(C)(=O)C=1C(=C(C(=C(C1)Cl)F)C1CN(C1)C(=O)OC(C)(C)C)OC